ClC=1C=NC=C(N1)C1=C(C=C(C=C1C)C(F)(F)F)OCOCC 3-chloro-5-(2-(ethoxymethoxy)-6-methyl-4-(trifluoromethyl)phenyl)pyrazin